3-ethyl-6-(4-(6-fluoropyridin-2-yl)benzyl)-7-methylimidazo[1,5-a]pyrazin-8(7H)-one C(C)C1=NC=C2N1C=C(N(C2=O)C)CC2=CC=C(C=C2)C2=NC(=CC=C2)F